methyl (Z)-2-benzoyl-3-(dimethylamino)acrylate C(C1=CC=CC=C1)(=O)/C(/C(=O)OC)=C/N(C)C